3-(5-Bromo-4-fluoro-3-methyl-2-oxo-benzoimidazol-1-yl)-1-[(4-methoxyphenyl)methyl]piperidine-2,6-dione BrC1=C(C2=C(N(C(N2C)=O)C2C(N(C(CC2)=O)CC2=CC=C(C=C2)OC)=O)C=C1)F